C(C)OC(CCOC[C@@H](CO[N+](=O)[O-])O[N+](=O)[O-])=O.OC[C@@H]1OC1 (S)-(-)-2-(hydroxymethyl)oxirane ethyl-3-[(2S)-2,3-bis(nitrooxy)propoxy]propanoate